5,5''-dibromo-2,2':5',2''-terthiophene BrC1=CC=C(S1)C=1SC(=CC1)C=1SC(=CC1)Br